(R)-1-(3,3-difluoro-4-((5-(1-(2-fluoroethyl)-1H-benzo[d][1,2,3]triazol-6-yl)-4-methoxypyrrolo[2,1-f][1,2,4]triazin-2-yl-7-d)amino)piperidin-1-yl)-2-hydroxyethan-1-one FC1(CN(CC[C@H]1NC1=NN2C(C(=N1)OC)=C(C=C2[2H])C=2C=CC1=C(N(N=N1)CCF)C2)C(CO)=O)F